C1(=CC=C(C=C1)CN1C=CC2=CC(=CC=C12)C(C(=O)N)=C)C1=CC=CC=C1 (1-([1,1'-biphenyl]-4-ylmethyl)-1H-indol-5-yl)acrylamide